1-(Benzo[d]thiazol-4-yl)-N-(5-cyano-2-methyl-6-(2H-1,2,3-triazol-2-yl)-pyridin-3-yl)-5-(trifluoromethyl)-1H-pyrazol-4-carboxamid S1C=NC2=C1C=CC=C2N2N=CC(=C2C(F)(F)F)C(=O)NC=2C(=NC(=C(C2)C#N)N2N=CC=N2)C